((1s,3s)-3-Hydroxy-3-methylcyclobutyl)(6-((6-isopropoxy-5-methylpyridin-2-yl)methyl)-2-azaspiro[3.3]heptan-2-yl)methanone OC1(CC(C1)C(=O)N1CC2(C1)CC(C2)CC2=NC(=C(C=C2)C)OC(C)C)C